chloroiodoindole ClC1=C(NC2=CC=CC=C12)I